FC(COC1=NC=CC2=C1C=C1N2CCN(C1=O)CCNC(C1=CC(=CC=C1)C1=NOC(=N1)C)=O)F N-(2-(1-(2,2-difluoroethoxy)-9-oxo-6,7-dihydropyrido[3',4':4,5]pyrrolo[1,2-a]pyrazin-8(9H)-yl)ethyl)-3-(5-methyl-1,2,4-oxadiazol-3-yl)benzamide